FC(OC1=CC=CC=2C(N([C@H]3C=4N([C@@H](C21)C3)C3=C(N4)C=CC(=C3)C#CC3=NC=C(N=C3)C)C([2H])([2H])[2H])=O)F (7R,14R)-1-(difluoromethoxy)-6-(methyl-d3)-11-((5-methylpyrazin-2-yl)ethynyl)-6,7-dihydro-7,14-methanobenzo[f]benzo[4,5]imidazo[1,2-a][1,4]diazocin-5(14H)-one